(2-sulfophenyl)phenylphosphine S(=O)(=O)(O)C1=C(C=CC=C1)PC1=CC=CC=C1